6-bromo-N-[5-(2-fluoroethoxy)-4-methoxy-pyrimidin-2-yl]-1H-pyrrolo[2,3-b]pyridine-3-sulfonamide BrC1=CC=C2C(=N1)NC=C2S(=O)(=O)NC2=NC=C(C(=N2)OC)OCCF